ClC1=CC2=C(N(N=N2)CC2=CC=C(C=C2)OC(F)(F)F)C(=C1)C(=O)OC methyl 5-chloro-1-(4-(trifluoromethoxy) benzyl)-1H-benzo[d][1,2,3]triazole-7-carboxylate